methoxyphenyliodonium perfluorooctanesulfonate FC(C(C(C(C(C(C(C(F)(F)F)(F)F)(F)F)(F)F)(F)F)(F)F)(F)F)(S(=O)(=O)[O-])F.CO[I+]C1=CC=CC=C1